tert-butyl 3,3-difluoro-5-(2-methyl-6-{1-methyl-5-[(oxan-2-yloxy)methyl]-1H-1,2,3-triazol-4-yl}pyridin-3-yl)piperidine-1-carboxylate FC1(CN(CC(C1)C=1C(=NC(=CC1)C=1N=NN(C1COC1OCCCC1)C)C)C(=O)OC(C)(C)C)F